C(CCCCCCC(=O)OCCCCCCC(C)C)(=O)OCCCCCCC(C)C diisononyl octanedioate